5-cyclopropyl-4-(methylthio)-2-phenylthieno[2,3-d]pyrimidine-6-carboxylic acid ethyl ester C(C)OC(=O)C1=C(C2=C(N=C(N=C2SC)C2=CC=CC=C2)S1)C1CC1